C1(=CC=CC=C1)[C@](C(=O)OCC#C)([C@@H](NC1=CC=CC=C1)C1=CC=CC=C1)NCCC prop-2-yn-1-yl (2r,3s)-2,3-diphenyl-3-(phenylamino)-2-propylaminopropionate